[1,4,8]triazacyclotridecine-13(10H)-carboxylate N=1C=CN=CC=CN=CCC=CC1C(=O)[O-]